(±)-N-(3-Bromo-2-fluorophenyl)-8-[2-(piperidin-1-yl)ethyl]-7,8-dihydro[1,4]dioxino[2,3-g]quinazolin-4-amine BrC=1C(=C(C=CC1)NC1=NC=NC2=CC3=C(C=C12)OC[C@H](O3)CCN3CCCCC3)F |r|